C(C)OC(C[C@H](CCl)O)=O (R)-4-chloro-3-hydroxy-butyric acid ethyl ester